CC1=CC(=CC(=C1O)O)C[C@@H](C(=O)O)N The molecule is a tyrosine derivative that is L-tyrosine in which the hydrogens at positions 3 and 5 on the phenyl ring are replaced by a methyl and hydroxy groups respectively. It is a member of catechols and a L-tyrosine derivative. It is a tautomer of a 5-hydroxy-3-methyl-L-tyrosine zwitterion.